CNC(=O)C1=CC=CC(=N1)OC1=CC=C(C=C1)C1=NOC(=N1)CC(C(=O)O)=C 2-((3-(4-((6-(methylcarbamoyl)pyridin-2-yl)oxy)phenyl)-1,2,4-oxadiazol-5-yl)methyl)acrylic acid